chloro-2-(4-(2,4-difluorophenoxy)piperidin-1-yl)pyrido[3,4-b]pyrazine ClC1=C(N=C2C(=N1)C=NC=C2)N2CCC(CC2)OC2=C(C=C(C=C2)F)F